ClC=1C(=C(C=CC1F)[C@H](NC(=O)[C@H]1NC(NC1)=O)C=1N=NC(=CC1)OCC(F)(F)F)F (4S)-N-((S)-(3-chloro-2,4-difluorophenyl)(6-(2,2,2-trifluoroethoxy)pyridazin-3-yl)methyl)-2-oxoimidazolidine-4-carboxamide